2-oxo-2-(thiophen-2-yl)acetic acid O=C(C(=O)O)C=1SC=CC1